3-(4-fluoro-1-isopropyl-2-methyl-1H-benzo[d]imidazol-6-yl)-N-(6-(4-methylpiperazin-1-yl)pyridin-3-yl)-1H-pyrrolo[2,3-b]pyridine-5-carboxamide FC1=CC(=CC=2N(C(=NC21)C)C(C)C)C2=CNC1=NC=C(C=C12)C(=O)NC=1C=NC(=CC1)N1CCN(CC1)C